4-(4-(2-hydroxyethyl)-1H-pyrazolyl)phenol OCCC=1C=NN(C1)C1=CC=C(C=C1)O